N1C=NC=C1C1=C(C2=CNN=C2C(=C1)C(=O)OC)OC methyl 5-(1H-imidazol-5-yl)-4-methoxy-2H-indazole-7-carboxylate